1-ethyl-2-propyl cis-1,2-dimethylcyclohexa-3,5-diene-1,2-dicarboxylate C[C@@]1([C@](C=CC=C1)(C(=O)[O-])C)C(=O)OC(CCC)C